(3r,6s)-1-(4-amino-6-(3-methylimidazo[1,5-a]pyridin-6-yl)-1,3,5-triazin-2-yl)-6-methyl-N-(pyridin-2-yl)piperidine-3-carboxamide NC1=NC(=NC(=N1)C=1C=CC=2N(C1)C(=NC2)C)N2C[C@@H](CC[C@@H]2C)C(=O)NC2=NC=CC=C2